N1C(CCC2=CC=CN=C12)=O 3,4-dihydro-1,8-naphthyridin-2-one